OC[C@@H](C1=CC=CC=C1)N[C@H](C#N)C1(CCCC1)C (S)-2-(((R)-2-hydroxy-1-phenylethyl)amino)-2-(1-methylcyclopentyl)acetonitrile